(rac)-((1s,3s)-3-Hydroxy-3-methylcyclobutyl)(6-(1-methyl-3-(trifluoromethyl)-1H-pyrazol-5-yl)-2-azaspiro[3.4]octan-2-yl)methanon OC1(CC(C1)C(=O)N1CC2(C1)C[C@@H](CC2)C2=CC(=NN2C)C(F)(F)F)C |r|